COC(CC(C(C=C)=O)=C)=O 3-Methylene-4-oxo-hex-5-enoic acid methyl ester